BrC=1C(=NC=CC1)[C@@H](C)O (R)-1-(3-bromopyridin-2-yl)ethanol